BrC=1C=CC=2N(C1)C(=CN2)C(\C=C\N(C)C)=O (e)-1-(6-bromoimidazo[1,2-a]pyridin-3-yl)-3-(dimethylamino)prop-2-en-1-one